1-[3-(1-hydroxyethyl)-6-[5-[(3S)-3-hydroxypyrrolidin-1-yl]benzimidazol-1-yl]-2-pyridyl]-5-methyl-pyrazole-3-carbonitrile OC(C)C=1C(=NC(=CC1)N1C=NC2=C1C=CC(=C2)N2C[C@H](CC2)O)N2N=C(C=C2C)C#N